C(C)(C)(C)OC(=O)N(CC[C@@H]1CN(CCC1)C(=O)OCC1=CC=CC=C1)C1CCC(CC1)(F)F |r| Benzyl (RS)-3-(2-((tert-butoxycarbonyl)(4,4-difluorocyclohexyl)amino)ethyl)piperidine-1-carboxylate